C(C=1C(C(=O)OCCCCCCCCCC)=CC=CC1)(=O)OCCCCCCCCCC Di-n-Decyl Phthalate